ClC=1C(=C(C=CC1)P(C1=CC=CC=C1)C1=CC=CC=C1)COC Chloro-(methoxymethyl)-triphenylphosphine